ClC=1C(=NC=CC1)C(=O)NC1(C[C@@H]2[C@@H](CN(C2)C2=NC=C(C=C2)C=2C=3N(C=C(C2)OCC(C)(C)O)N=CC3C#N)C1)C 3-chloro-N-((3aR,5s,6aS)-2-(5-(3-cyano-6-(2-hydroxy-2-methylpropoxy)pyrazolo[1,5-a]pyridin-4-yl)pyridin-2-yl)-5-methyloctahydrocyclopenta[c]pyrrol-5-yl)picolinamide